BrC1=C(C=C(C=C1C)C=1N=NN(N1)C)C 5-(4-bromo-3,5-dimethyl-phenyl)-2-methyl-2H-1,2,3,4-tetrazole